5-(6-Chloro-5-((1R,2S)-2-(2,2-difluoroethyl)cyclopropyl)pyridazin-3-yl)pyrimidine ClC1=C(C=C(N=N1)C=1C=NC=NC1)[C@H]1[C@@H](C1)CC(F)F